palladium(II) 5,10,15,20-tetraphenylporphyrin C1(=CC=CC=C1)C=1C2=CC=C(N2)C(=C2C=CC(C(=C3C=CC(=C(C=4C=CC1N4)C4=CC=CC=C4)N3)C3=CC=CC=C3)=N2)C2=CC=CC=C2.[Pd+2]